4-(4-benzo[b]thiophen-4-yl-piperazin-1-yl)butoxyl-1H-quinolin-2-one S1C2=C(C=C1)C(=CC=C2)N2CCN(CC2)CCCCON2C(C=CC1=CC=CC=C21)=O